2-ethyl-3-methyl-2H-pyrazolo[4,3-b]Pyridine-5-carboxylic acid methyl ester COC(=O)C=1C=CC=2C(N1)=C(N(N2)CC)C